NC=1C(N(N(C1C1=C(C=C(C=C1F)OC)F)C)C1=C(C(=CC=C1)Cl)Cl)=O 4-amino-2-(2,3-dichlorophenyl)-5-(2,6-difluoro-4-methoxyphenyl)-1-methyl-1,2-dihydro-3H-pyrazol-3-one